BrC1=C(N=C(N1COCC[Si](C)(C)C)SC)C1=C(C=CC=C1)[N+](=O)[O-] 5-Bromo-2-(methylthio)-4-(2-nitrophenyl)-1-((2-(trimethylsilyl)ethoxy)methyl)-1H-imidazole